6-cyano-N-[(1S)-1-cyclopropylethyl]-5-(2-methyl-1,3-thiazol-5-yl)pyridine-3-carboxamide C(#N)C1=C(C=C(C=N1)C(=O)N[C@@H](C)C1CC1)C1=CN=C(S1)C